N1(N=CC=C1)CCC(=O)N1CC(=CCC1)C=1C=C(C2=C(C=C(O2)C(=O)N(C)C)C1F)C1=C(C=C(C=C1)N1CCNCC1)OC(F)F 5-(1-(3-(1H-pyrazol-1-yl)propanoyl)-1,2,5,6-tetrahydropyridin-3-yl)-7-(2-(difluoromethoxy)-4-(piperazin-1-yl)phenyl)-4-fluoro-N,N-dimethylbenzofuran-2-carboxamide